methyl 3,4-bis(benzyloxy)-2,6-difluoro-5-methoxybenzoate C(C1=CC=CC=C1)OC=1C(=C(C(=O)OC)C(=C(C1OCC1=CC=CC=C1)OC)F)F